N-cyclopropyl-4-methyl-3-{1-[2-(morpholin-4-yl)-1,3-thiazol-5-yl]-1H-pyrazol-4-yl}benzamide C1(CC1)NC(C1=CC(=C(C=C1)C)C=1C=NN(C1)C1=CN=C(S1)N1CCOCC1)=O